CC(=CCCC(C=C)=C)CCC=C(CCC=C(C)C)C 7,11,15-trimethyl-3-methylenehexadeca-1,6,10,14-tetraene